Methyl (S)-3-((R)-2-hydroxypent-4-enamido)-3-(2'-methyl-6'-(pent-4-en-1-yloxy)-[1,1'-biphenyl]-3-yl)propanoate O[C@@H](C(=O)N[C@@H](CC(=O)OC)C=1C=C(C=CC1)C1=C(C=CC=C1OCCCC=C)C)CC=C